(2-chloro-4-nitrophenyl)(methyl)carbamic acid tert-butyl ester C(C)(C)(C)OC(N(C)C1=C(C=C(C=C1)[N+](=O)[O-])Cl)=O